(3-(1-(4-chlorophenyl)-3-methyl-2,5-dioxoimidazolin-4-yl)propionylamino)-N-hydroxybenzamide ClC1=CC=C(C=C1)N1C(N(C(C1=O)CCC(=O)NC1=C(C(=O)NO)C=CC=C1)C)=O